4-(ethylthio)-1-methyl-3-(7-(trifluoromethyl)imidazo[1,2-c]pyrimidin-2-yl)-1H-pyrazol-5-amine C(C)SC=1C(=NN(C1N)C)C=1N=C2N(C=NC(=C2)C(F)(F)F)C1